OC(C(COC(C(C)C)=O)(C)C)C(C)C isobutyric acid 3-hydroxy-2,2,4-trimethylpentyl ester